CN1C=C2C(=C1)CCC2 2-methyl-2,4,5,6-tetrahydrocyclopenta[c]pyrrol